C(C)OC(=C)C=1C2=C(N=C(N1)N1C=NC=C1)C=C(N2)C (1-ethoxyvinyl)-2-(1H-imidazol-1-yl)-6-methyl-5H-pyrrolo[3,2-d]pyrimidine